ClC1=CC=2N(C=C1)N=CC2C2=CN=C(S2)C(=O)N[C@H](CCOC)C2=NC=CC(=C2)NS(=O)(=O)C2CC2 (R)-5-(5-chloropyrazolo[1,5-a]pyridin-3-yl)-N-(1-(4-(cyclopropanesulfonamido)pyridin-2-yl)-3-methoxypropyl)thiazole-2-carboxamide